C(C)(C)(C)OC(=O)N1CC2(CCN3N=C(C=C32)C=3C=C2C(=NC3)C=CO2)C1.C(CC)OC1=C(C=CC(=C1)N)C1=C(C(=C(N)C=C1)C)OCCC 2,2'-dipropyloxy-3'-methyl-benzidine tert-butyl-2'-(furo[3,2-b]pyridin-6-yl)-5',6'-dihydrospiro[azetidine-3,4'-pyrrolo[1,2-b]pyrazole]-1-carboxylate